N-[3-methyl-2-({[2-{[4-(1H-tetrazol-5-yl)phenyl]amino}-5-(trifluoromethyl)pyrimidin-4-yl]amino}methyl)phenyl]methanesulfonamide CC=1C(=C(C=CC1)NS(=O)(=O)C)CNC1=NC(=NC=C1C(F)(F)F)NC1=CC=C(C=C1)C1=NN=NN1